OC[C@H](C1=CC=CC=C1)NC1=CC(=NC=C1C(=O)O)NC1=CC=C2C(=N1)CNC2=O (S)-4-((2-hydroxy-1-phenylethyl)amino)-6-((5-oxo-6,7-dihydro-5H-pyrrolo[3,4-b]pyridin-2-yl)amino)nicotinic acid